1-Ethoxycarbonyl-3-chlorothioxanthone C(C)OC(=O)C1=CC(=CC=2SC3=CC=CC=C3C(C12)=O)Cl